2-((((CIS)-4-phenylcyclohexyl)oxy)methyl)-pyrrolidine-1-carboxylate C1(=CC=CC=C1)[C@H]1CC[C@H](CC1)OCC1N(CCC1)C(=O)[O-]